4-amino-3-(cyclopropylethynyl)-5-methoxybenzoic acid methyl ester COC(C1=CC(=C(C(=C1)OC)N)C#CC1CC1)=O